C1(=CC=CC=C1)C(CCNC(=O)CNCC(=O)O)C1=CC=CC=C1 N-(N-(3,3-diphenylpropyl)-carbamoylmethyl)glycine